C(C)(C)(C)C1=CN=C(S1)C(=O)NCC1=C(C=C(C=C1)C=1C2=C(N=CN1)C=C(N2)C=2C=NN(C2)CC)C 5-(tert-butyl)-N-(4-(6-(1-ethyl-1H-pyrazol-4-yl)-5H-pyrrolo[3,2-d]pyrimidin-4-yl)-2-methylbenzyl)thiazole-2-carboxamide